C(#N)[C@@H](C[C@H]1C(NCCC1)=O)NC(=O)[C@@H]1N(C[C@@H]2[C@H]1CCC2)C(=O)C2(C1=CC=CC=C1C=1C=CC=CC21)O (1R,3aS,6aR)-N-((R)-1-cyano-2-((S)-2-oxopiperidin-3-yl)ethyl)-2-(9-hydroxy-9H-fluorene-9-carbonyl)octahydrocyclopenta[c]pyrrole-1-carboxamide